ClC=1C(C2CCC(C1)C2)O 3-chloro-bicyclo[3.2.1]-3-octen-2-ol